[C@H]1(CCC2=CC=CC=C12)O (R)-1-indanol